5-fluoro-2-(((S)-1,1,1-trifluoropropan-2-yl)oxy)nicotinamide FC=1C=NC(=C(C(=O)N)C1)O[C@H](C(F)(F)F)C